ClC1=C(C2=C(C(=N1)Cl)COCC2)C#N 6,8-dichloro-3,4-dihydro-1H-pyrano[3,4-c]pyridine-5-carbonitrile